2-{2-chloro-5-methoxy-4-[(1s,3s)-3-(dimethylamino)cyclobutoxy]phenylamino}-4-(6,7-difluoro-3-quinolylamino)pyrimidine ClC1=C(C=C(C(=C1)OC1CC(C1)N(C)C)OC)NC1=NC=CC(=N1)NC=1C=NC2=CC(=C(C=C2C1)F)F